(S)-3-(3H-[1,2,3]Triazolo[4,5-b]pyridin-5-yl)-N-(4-(1-cyclopropylethoxy)phenyl)benzamide N1=NNC2=NC(=CC=C21)C=2C=C(C(=O)NC1=CC=C(C=C1)O[C@@H](C)C1CC1)C=CC2